N-[3-[2-(difluoromethoxy)-5-isopropylsulfanyl-phenyl]-1-[2-[4-[[2-(dimethylamino)-2-oxo-ethyl]amino]-1-piperidyl]-2-oxo-ethyl]pyrazol-4-yl]pyrazolo[1,5-a]pyrimidine-3-carboxamide FC(OC1=C(C=C(C=C1)SC(C)C)C1=NN(C=C1NC(=O)C=1C=NN2C1N=CC=C2)CC(=O)N2CCC(CC2)NCC(=O)N(C)C)F